COC=1NC2=NC=NC(=C2N1)C=1C(=NC=CC1)NC=1C=C(C=CC1C)NC(C1=NC=CC(=C1)C(F)(F)F)=O N-(3-(3-(8-methoxy-9H-purin-6-yl)pyridin-2-ylamino)-4-methylphenyl)-4-(trifluoromethyl)picolinamide